C(C1=CC=CC=C1)OC1=NC(=CC=C1C1=NN(C2=C(C=CC=C12)C1CN(CC1)C(=O)OC(C)(C)C)C)OCC1=CC=CC=C1 tert-butyl 3-[3-(2,6-dibenzyloxy-3-pyridyl)-1-methyl-indazol-7-yl]pyrrolidine-1-carboxylate